N-METHYLSUCCINAMIC ACID CNC(CCC(=O)O)=O